ClC1=C(C)C(=C(C(=C1Cl)Cl)Cl)Cl 2,3,4,5,6-pentachlorotoluene